tert-butyl N-[[4-[2-[4-[[4-[4-[(2,6-dioxo-3-piperidyl)amino]phenyl]-1-piperidyl]methyl]phenyl]pyrazolo[1,5-a]pyrimidin-7-yl]-2-methyl-phenyl]methyl]carbamate O=C1NC(CCC1NC1=CC=C(C=C1)C1CCN(CC1)CC1=CC=C(C=C1)C1=NN2C(N=CC=C2C2=CC(=C(C=C2)CNC(OC(C)(C)C)=O)C)=C1)=O